CC(CCN1C(C=C(C=C1)C1=NC=2N(C=C1)N=CC2C=2C(=NC=CC2)OC)=O)(C)C 1-(3,3-dimethylbutyl)-4-(3-(2-methoxypyridin-3-yl)pyrazolo[1,5-a]pyrimidin-5-yl)pyridin-2(1H)-one